CC=1N(C=CN1)CCCNC(=O)C1=NN2C(N=C(C=C2C2=CC=CC=C2)C2=CC=CC=C2)=C1 N-(3-(2-Methyl-1H-imidazol-1-yl)propyl)-5,7-diphenylpyrazolo[1,5-a]pyrimidine-2-carboxamide